5-chloro-N-(5-chloro-2-methoxy-4-morpholinophenyl)-4-(1-(ethylsulfanyl)-1H-indol-3-yl)pyrimidin-2-amine ClC=1C(=NC(=NC1)NC1=C(C=C(C(=C1)Cl)N1CCOCC1)OC)C1=CN(C2=CC=CC=C12)SCC